N-(3-(2-(((1r,4r)-4-Aminocyclohexyl)amino)-5-fluoropyrimidin-4-yl)imidazo[1,2-a]pyridin-6-yl)-2-phenylacetamide NC1CCC(CC1)NC1=NC=C(C(=N1)C1=CN=C2N1C=C(C=C2)NC(CC2=CC=CC=C2)=O)F